N-(3-(4-benzoylbenzamido)propyl)methacrylamide O-Methyl-inosine-5'-triphosphate P(O)(=O)(OP(=O)(O)OP(=O)(O)O)OC[C@@H]1[C@H]([C@H]([C@@H](O1)N1C=NC=2C(O)=NC=NC12)OC)O.C(C1=CC=CC=C1)(=O)C1=CC=C(C(=O)NCCCNC(C(=C)C)=O)C=C1